(Z)-4-azido-2-phenylbut-2-en-1-ol N(=[N+]=[N-])C\C=C(/CO)\C1=CC=CC=C1